C1(CCCCC1)[C@@H](C(=O)N1CCC(CC1)CCCC1=CC2=C(N(C(N2C)=O)C2C(NC(CC2)=O)=O)C=C1)NC(OC(C)(C)C)=O 1-Tert-butyl N-[(1S)-1-cyclohexyl-2-(4-{3-[1-(2,6-dioxopiperidin-3-yl)-3-methyl-2-oxo-1,3-benzodiazol-5-yl]propyl}piperidin-1-yl)-2-oxoethyl]carbamate